C(C=C)(=O)OCCC[Si](OC)(OC)OCC γ-acryloxypropyl-ethoxydimethoxysilane